3',4'-dimethoxy-2-hydroxy-4-isopentenyloxychalcone COC=1C=C(C(/C=C/C2=C(C=C(C=C2)OCCC(=C)C)O)=O)C=CC1OC